N-(3-fluoro-4-((2-(5-(((2-methoxyethyl)amino)methyl)pyridin-2-yl)thieno[3,2-b]pyridin-7-yl)oxy)phenyl)-N-(4-fluorophenyl)cyclopropane-1,1-dicarboxamide malate salt C(C(O)CC(=O)O)(=O)O.FC=1C=C(C=CC1OC1=C2C(=NC=C1)C=C(S2)C2=NC=C(C=C2)CNCCOC)N(C(=O)C2(CC2)C(=O)N)C2=CC=C(C=C2)F